COC1=C(C=CC=C1C(F)(F)F)[C@@H]1[C@@H](O[C@]([C@@H]1C)(C(F)(F)F)C)C(=O)NC1=CC(=NC=C1)C(=O)N (2R,3R,4R,5R)-4-[[3-[2-Methoxy-3-(trifluoromethyl)phenyl]-4,5-dimethyl-5-(trifluoromethyl)tetrahydrofuran-2-carbonyl]amino]pyridin-2-carboxamid